4-amino-8-(5-(methoxymethyl)thiazol-4-yl)-N-propylisoquinoline-3-carboxamide NC1=C(N=CC2=C(C=CC=C12)C=1N=CSC1COC)C(=O)NCCC